1-{2-[3-methyl-4-(4-propionyl-piperazin-1-yl)-phenylamino]-pyrimidin-4-yl}-1H-indole-3-carboxamide CC=1C=C(C=CC1N1CCN(CC1)C(CC)=O)NC1=NC=CC(=N1)N1C=C(C2=CC=CC=C12)C(=O)N